((8-benzyl-2-(furan-2-ylmethyl)-6-phenylimidazo[1,2-a]pyrazin-3-yl)oxy)methyl furan-3-carboxylate O1C=C(C=C1)C(=O)OCOC1=C(N=C2N1C=C(N=C2CC2=CC=CC=C2)C2=CC=CC=C2)CC=2OC=CC2